[5-(2,3-dichloro-phenyl)-3-ethyl-2,4-dioxo-3,4-dihydro-2H-pyrimidin-1-yl]-acetic acid ClC1=C(C=CC=C1Cl)C=1C(N(C(N(C1)CC(=O)O)=O)CC)=O